(3S,4S)-3-fluoro-1-[4-({8-[(2R,3S)-3-(methanesulfonyl-methyl)-2-methylazetidin-1-yl]-5-(propan-2-yl)isoquinolin-3-yl}amino)pyrimidin-2-yl]-3-methyl-piperidin-4-ol F[C@]1(CN(CC[C@@H]1O)C1=NC=CC(=N1)NC=1N=CC2=C(C=CC(=C2C1)C(C)C)N1[C@@H]([C@H](C1)CS(=O)(=O)C)C)C